[2H]-benzotriazole N=1NN=C2C1C=CC=C2